isopropanone C(C)(C)=O